N-(n-butyl)triphosphoric triamide C(CCC)NP(=O)(N)OP(=O)(N)OP(=O)(O)O